2-methoxyethyl (tert-butoxycarbonyl)-L-alaninate C(C)(C)(C)OC(=O)N[C@@H](C)C(=O)OCCOC